ClCCC(=C(C1=CC=CC=C1)C1=CC=C(OCCN2CCC(CC2)CN2C[C@@H](CCC2)NC=2C=C3C(N(C(C3=CC2)=O)C2C(NC(CC2)=O)=O)=O)C=C1)C1=CC=CC=C1 5-(((R)-1-((1-(2-(4-(4-chloro-1,2-diphenylbut-1-en-1-yl)phenoxy)ethyl)piperidin-4-yl)methyl)piperidin-3-yl)amino)-2-(2,6-dioxopiperidin-3-yl)isoindoline-1,3-dione